ethyl 2-methyl-5-(phenylsulfinyl)benzofuran-3-carboxylate CC=1OC2=C(C1C(=O)OCC)C=C(C=C2)S(=O)C2=CC=CC=C2